(5S)-2-[3-Chloro-4-(trifluoromethyl)benzyl]-5-{[(3S)-3-fluoropyrrolidin-1-yl]carbonyl}-5,6,7,8-tetrahydro[1,2,4]triazolo[4,3-a]pyridin-3(2H)-on ClC=1C=C(CN2N=C3N([C@@H](CCC3)C(=O)N3C[C@H](CC3)F)C2=O)C=CC1C(F)(F)F